(3Z)-1-(hydrazinocarbonyl)-3-[[4-[methyl-[2-(4-methylpiperazin-1-yl)acetyl]amino]anilino]-phenyl-methylene]-2-oxo-indole-6-carboxylic acid methyl ester hydrochloride Cl.COC(=O)C1=CC=C2/C(/C(N(C2=C1)C(=O)NN)=O)=C(\C1=CC=CC=C1)/NC1=CC=C(C=C1)N(C(CN1CCN(CC1)C)=O)C